1-{2-[5-chloro-2-(difluoromethoxy)phenyl]ethyl}-3-[(4-methanesulfonylphenoxy)methyl]piperazine ClC=1C=CC(=C(C1)CCN1CC(NCC1)COC1=CC=C(C=C1)S(=O)(=O)C)OC(F)F